5-(3-chlorophenyl)-N-(2-morpholinoethyl)-7H-pyrrolo[2,3-d]pyrimidin-4-amine ClC=1C=C(C=CC1)C1=CNC=2N=CN=C(C21)NCCN2CCOCC2